3-chloro-2-fluoro-6-((3-((tetrahydro-2H-pyran-2-yl)oxy)propoxy)methyl)phenylboronic acid pinacol ester ClC=1C(=C(C(=CC1)COCCCOC1OCCCC1)B1OC(C)(C)C(C)(C)O1)F